FC(C1=CC=C(C=C1)CCC(=O)N)(F)F 3-[4-(trifluoromethyl)phenyl]propanamide